11,11'-((4-nitro-1,2-phenylene)bis(oxy))bis(undecan-1-ol) [N+](=O)([O-])C1=CC(=C(C=C1)OCCCCCCCCCCCO)OCCCCCCCCCCCO